1-[2-(1-phenyl-1H-pyrazol-4-yl)-1,3-thiazole-4-carbonyl]azetidin-3-amine C1(=CC=CC=C1)N1N=CC(=C1)C=1SC=C(N1)C(=O)N1CC(C1)N